OC=1C=C2CC[C@@H]([C@@H](C2=CC1)C1=CC=C(C=C1)N1CCN(CC1)C(COC1=CC=C2C(=NN(C2=C1)C)C1C(NC(CC1)=O)=O)=O)C1=CC=CC=C1 3-(6-(2-(4-(4-((1R,2S)-6-Hydroxy-2-phenyl-1,2,3,4-tetrahydronaphthalen-1-yl)-phenyl)piperazin-1-yl)-2-oxoethoxy)-1-methyl-1H-indazol-3-yl)piperidine-2,6-dione